ClC=1C=NC(=NC1)[C@H]([C@H](C)S(=O)(=O)NC1=NN=C(N1C=1C(=NC=NC1OC)OC)[C@H]1CC(CC1)(F)F)OC (1R,2S)-1-(5-chloropyrimidin-2-yl)-N-(5-((R)-3,3-difluorocyclopentyl)-4-(4,6-dimethoxypyrimidin-5-yl)-4H-1,2,4-triazol-3-yl)-1-methoxypropane-2-sulfonamide